F[P-](F)(F)(F)(F)F.N1(N=NC2=C1C=CC=C2)O[P+](N2CCCC2)(N2CCCC2)N2CCCC2 benzotriazol-1-yloxytris-pyrrolidinophosphonium hexa-fluorophosphate